C(CCCCCCC\C=C/CCCCCCCC=O)=O Z-9-octadecene-1,18-dialdehyde